2,6-dimethoxybenzoyl-2,4,4-Trimethylpentylphosphine oxide COC1=C(C(=O)P(CC(CC(C)(C)C)C)=O)C(=CC=C1)OC